1,6,7-trihydroxyanthraquinone OC1=CC=CC=2C(C3=CC(=C(C=C3C(C12)=O)O)O)=O